C(C)(C)(C)C=1C=C(CP(OCCCCCCCCCCCCCCCCCC)(OCCCCCCCCCCCCCCCCCC)=O)C=C(C1O)C(C)(C)C di-stearyl 3,5-di-tert-butyl-4-hydroxybenzylphosphonate